O1N=C(C2=C1C=CC=C2)N (E)-1,2-benzoxazole-3-amine